C(C)(C)(C)OC(=O)N1C[C@@H](CCC1)N1C(C(CCC1)C)=O (3'R)-3-methyl-2-oxo-[1,3'-bipiperidine]-1'-carboxylic acid tert-butyl ester